2-((3aR,5s,6aS)-5-(2-fluoro-3-methyl-phenoxy)hexahydro-cyclopenta[c]pyrrol-2(1H)-yl)-1-(5-hydroxypyridin-2-yl)ethanone FC1=C(OC2C[C@@H]3[C@@H](CN(C3)CC(=O)C3=NC=C(C=C3)O)C2)C=CC=C1C